BrC=1C(=NC(=NC1)NC1=C(C=C(C(=C1)C)N1CCC(CC1)N1CCN(CC1)C)OC)NC=1C(=C2C=CC(=NC2=CC1)C1CC1)CCCO 3-(6-((5-Bromo-2-((2-methoxy-5-methyl-4-(4-(4-methylpiperazin-1-yl)piperidin-1-yl)Phenyl)amino)pyrimidin-4-yl)amino)-2-cyclopropylquinolin-5-yl)propan-1-ol